Tert-butyl (S)-5-bromo-6-chloro-2-(3-(dimethylamino)azetidin-1-yl)-8a,9,11,12-tetrahydropyrazino[2',1':3,4][1,4]oxazepino[5,6,7-de]quinazoline-10(8H)-carboxylate BrC=1C(=C2C3=C(N=C(N=C3C1)N1CC(C1)N(C)C)N1[C@H](CO2)CN(CC1)C(=O)OC(C)(C)C)Cl